COC(=O)C=1C=C(C=CC1C(F)(F)F)C=1CCN(CC1)C(=O)OC(C)(C)C tert-butyl 4-(3-(methoxycarbonyl)-4-(trifluoromethyl)phenyl)-3,6-dihydropyridine-1(2H)-carboxylate